C(C)(C)(C)OC(=O)N1C(=CC2=CC(=CC(=C12)CC(C)C)F)CN1C(C(=CC=C1)NC([C@H](CC\C=C\C(=O)N(C)C)NC(=O)OC)=O)=O tert-Butyl-(S,E)-2-((3-(7-(dimethylamino)-2-((methoxycarbonyl)amino)-7-oxohept-5-enamido)-2-oxopyridin-1(2H)-yl)methyl)-5-fluoro-7-isobutyl-1H-indol-1-carboxylat